tert-butyl (3-(3-((3-carbamoyl-5-ethyl-6-((tetrahydro-2H-pyran-4-yl)amino)pyrazin-2-yl)amino)phenoxy)propyl)carbamate C(N)(=O)C=1C(=NC(=C(N1)CC)NC1CCOCC1)NC=1C=C(OCCCNC(OC(C)(C)C)=O)C=CC1